3-(1-methylpyrrolidin-2-yl)prop-2-en-1-one ethyl-3-oxo-4-(trifluoromethyl)-2,5,6,7-tetrahydrocyclopenta[c]pyridazine-7-carboxylate C(C)OC(=O)C1CCC=2C1=NNC(C2C(F)(F)F)=O.CN2C(CCC2)C=CC=O